(S)-5-(2-(4,4-Difluorocyclohexyl)-1-(1-methoxypropan-2-yl)-1H-benzo[d]imidazol-6-yl)-1,3-dimethylpyridin-2(1H)-one FC1(CCC(CC1)C1=NC2=C(N1[C@H](COC)C)C=C(C=C2)C=2C=C(C(N(C2)C)=O)C)F